C1(CC1)C=1C=C(NN1)NC(C(C)C=1C=NN(C1)C1=CC(=C(C=C1)F)F)=O N-(5-cyclopropyl-2H-pyrazol-3-yl)-2-[1-(3,4-difluorophenyl)pyrazol-4-yl]propanamide